OCC1=CC=C(C=N1)N1[C@H]([C@H](CC1)NS(=O)(=O)C)CO[C@@H]1CC[C@@H](CC1)C1=CC=CC=C1 N-((2R,3S)-1-(6-(hydroxymethyl)pyridin-3-yl)-2-((((CIS)-4-phenylcyclohexyl)oxy)methyl)-pyrrolidin-3-yl)methanesulfonamide